L-3-fluorothiophene FC1=CSC=C1